azobishexanecarbonitrile N(=NCCCCCCC#N)CCCCCCC#N